C(CCCCCCCCCCCCCCCCC)(=O)OCCCCCOC(CCCCCCCCCCCCCCCCC)=O 1,5-pentanediol distearate